N-(4-(phenanthren-9-yl)phenyl)-N-(4-(4,4,5,5-tetramethyl-1,3,2-dioxaborolan-2-yl)phenyl)-[1,1'-biphenyl]-4-amine C1=CC=CC=2C3=CC=CC=C3C(=CC12)C1=CC=C(C=C1)N(C1=CC=C(C=C1)C1=CC=CC=C1)C1=CC=C(C=C1)B1OC(C(O1)(C)C)(C)C